((1r,3r)-3-fluorocyclobutyl)-4-hydroxy-2-methylpyridine FC1CC(C1)C=1C(=NC=CC1O)C